C[Si](C(CC=C)C)(C)C trimethyl-(1-methyl-3-buten-1-yl)silane